ClC=1C(=CC2=C([C@@H](C[C@@H](O2)C(=O)NC23CC(C2)(C3)NC(COC3=CC(=C(C=C3)Cl)F)=O)O)C1)F |r| rac-(2R,4R)-6-chloro-N-{3-[2-(4-chloro-3-fluorophenoxy)acetamido]bicyclo[1.1.1]pentan-1-yl}-7-fluoro-4-hydroxy-3,4-dihydro-2H-1-benzopyran-2-carboxamide